OC(C(=O)[O-])(O)O.[Al+3].C[Si](O[SiH](C)C)(O[SiH](C)C)O[SiH](C)C.OC(C(=O)[O-])(O)O.OC(C(=O)[O-])(O)O methyltri(dimethylsiloxy)silane aluminium dihydroxyglycolate